rac-N-(4-(4-(4-Cyanophenyl)piperazin-1-yl)phenyl)-4-(3-fluoro-2-hydroxypropoxy)benzamid C(#N)C1=CC=C(C=C1)N1CCN(CC1)C1=CC=C(C=C1)NC(C1=CC=C(C=C1)OC[C@H](CF)O)=O |r|